(S)-N-(3-(4-(1-acetyl-2-methyl-1,2,3,4-tetrahydroquinolin-6-yl)benzamido)propyl)-2-(2-aminopyrimidin-5-yl)-7-methyl-4-morpholinothieno[3,2-d]pyrimidine-6-carboxamide C(C)(=O)N1[C@H](CCC2=CC(=CC=C12)C1=CC=C(C(=O)NCCCNC(=O)C2=C(C=3N=C(N=C(C3S2)N2CCOCC2)C=2C=NC(=NC2)N)C)C=C1)C